NC1=C(C=C(C=C1)C=1SC=CC1)NC(=O)C=1OC2=C(C1)C=C(C=C2)S(=O)(=N)C N-[2-amino-5-(2-thienyl)phenyl]-5-(methylsulfonimidoyl)benzofuran-2-carboxamide